NC1=C(N=CC(=N1)N1CCC(CC1)(C)NCC1=C(C=CC=C1)N1C(NC(CC1)=O)=O)C1=C(C(=CC=C1)Cl)Cl 1-(2-(((1-(6-amino-5-(2,3-dichlorophenyl)pyrazin-2-yl)-4-methylpiperidin-4-yl)amino)methyl)phenyl)dihydropyrimidine-2,4(1H,3H)-dione